OC(=O)C(F)(F)F.ClC1=C(C(=O)N2CCC(CC2)C2CCN(CC2)C2=CC=C(C=N2)NC2C(NC(CC2)=O)=O)C(=CC(=C1)C1=CN(C(C(=C1C)C)=O)C)OC 3-[[6-[4-[1-[2-chloro-6-methoxy-4-(1,4,5-trimethyl-6-oxo-3-pyridyl)benzoyl]-4-piperidyl]-1-piperidyl]-3-pyridyl]amino]piperidine-2,6-dione TFA salt